C(C)C1(NC(N(C(C1)=O)C([C@H]1[C@@H](C1)C(N[C@H]1C[C@@H](OC2=CC=CC=C12)C(F)(F)F)=O)C=1C=[NH+]C=CC1)=[NH2+])CC [4,4-diethyl-6-oxo-1-[pyridin-1-ium-3-yl-[(1R,2R)-2-[[(2R,4S)-2-(trifluoromethyl)chroman-4-yl]carbamoyl]cyclopropyl]methyl]hexahydropyrimidin-2-ylidene]ammonium